4-(2,2,4-trimethyl-2,3,4,9-tetrahydro-1H-carbazole-6-sulfonamido)benzoic acid CC1(CC=2NC3=CC=C(C=C3C2C(C1)C)S(=O)(=O)NC1=CC=C(C(=O)O)C=C1)C